[K].ClC=1C2=C(N=CN1)N(C1=C2CCC1)C(=O)O 4-chloro-6,7-dihydro-5H-cyclopenta[4,5]pyrrolo[2,3-d]pyrimidine-8-carboxylic acid potassium